C(=O)C1=C(C=C(C=C1C)C1=CC(=CC=C1)C=1N=C(SC1)NC(=O)[C@H]1N(CCC1)C(=O)C1=CN(C(=C1)C)S(=O)(=O)C)C (S)-N-(4-(4'-formyl-3',5'-dimethyl-[1,1'-biphenyl]-3-yl)thiazol-2-yl)-1-(5-methyl-1-(methylsulfonyl)-1H-pyrrole-3-carbonyl)pyrrolidine-2-carboxamide